1,4-bis(1,3-diisopropyl-2,3-dihydro-1H-benzimidazol-2-yl)benzene C(C)(C)N1C(N(C2=C1C=CC=C2)C(C)C)C2=CC=C(C=C2)C2N(C1=C(N2C(C)C)C=CC=C1)C(C)C